((2R,6R)-4-(4-methoxybenzyl)-6-methylmorpholin-2-yl)methanol COC1=CC=C(CN2C[C@@H](O[C@@H](C2)C)CO)C=C1